ClC=1N=CC2=C(N1)C(=CN2C(C)C)N2CC(CC2)(F)F 2-chloro-7-(3,3-difluoropyrrolidin-1-yl)-5-isopropyl-5H-pyrrolo[3,2-d]pyrimidine